C1(=CC=CC2=CC=CC=C12)CCNC(CCCC)=O N-(2-(naphthalen-1-yl)ethyl)pentanamide